OC=1C(NC=NC1CNC1=CC=C(C=C1)C#CC1=CC=C(C=C1)C=1OC=CN1)=O 5-hydroxy-6-(((4-((4-(oxazol-2-yl)phenyl)ethynyl)phenyl)amino)methyl)pyrimidin-4(3H)-one